Br.FC(CC=1N=C(SC1)C(C)N)(F)F 1-(4-(2,2,2-trifluoroethyl)thiazol-2-yl)ethanamine hydrobromide